2-(6-chloro-4-methyl-5-(trifluoromethyl)pyridin-2-yl)isoindoline-1,3-dione ClC1=C(C(=CC(=N1)N1C(C2=CC=CC=C2C1=O)=O)C)C(F)(F)F